(R)-tert-butyl (1-(7-(N-methylacrylamido)-2-(4-methylpiperazin-1-yl)quinazolin-4-yl)pyrrolidin-3-yl)carbamate CN(C(C=C)=O)C1=CC=C2C(=NC(=NC2=C1)N1CCN(CC1)C)N1C[C@@H](CC1)NC(OC(C)(C)C)=O